C(#N)C=1C(=NC(=C(C1CC)C#N)N1CCN(CCC1)C)SCC1=CC=C(C=C1)CC(=O)N 4-(((3,5-dicyano-4-ethyl-6-(4-methyl-1,4-diazepan-1-yl)pyridin-2-yl)thio)methyl)phenylacetamide